6-(1,1-difluoro-2-(4-hydroxypiperidin-1-yl)-2-oxoethyl)-5-fluoro-N-(4-fluoro-3-methylphenyl)picolinamide FC(C(=O)N1CCC(CC1)O)(F)C1=C(C=CC(=N1)C(=O)NC1=CC(=C(C=C1)F)C)F